(4R)-6-Chloro-5-fluoro-1'-(5-(3,3,3-trifluoro-1-phenylpropyl)-4H-1,2,4-triazole-3-carbonyl)spiro[benzo[d][1,3]oxazine-4,3'-piperidin]-2(1H)-one ClC1=C(C2=C(NC(O[C@@]23CN(CCC3)C(=O)C3=NN=C(N3)C(CC(F)(F)F)C3=CC=CC=C3)=O)C=C1)F